Pentaerythritol Tetrastearate C(CCCCCCCCCCCCCCCCC)(=O)OCC(COC(CCCCCCCCCCCCCCCCC)=O)(COC(CCCCCCCCCCCCCCCCC)=O)COC(CCCCCCCCCCCCCCCCC)=O